1-(4-fluoroindolin-5-yl)-3,5,6-trimethylimidazo[1,5-a]pyrazin-8-amine hydrochloride Cl.FC1=C2CCNC2=CC=C1C=1N=C(N2C1C(=NC(=C2C)C)N)C